OC=1C=C2C=CC(N(C2=NC1)C1CC(C1)(C)O)=O 6-hydroxy-1-[(cis)-3-hydroxy-3-methylcyclobutyl]-1,2-dihydro-1,8-naphthyridin-2-one